BrC=1C=C(C(=NC1)C(F)(F)F)F 5-bromo-3-fluoro-2-(trifluoromethyl)-pyridine